ethyl (3S)-3-[(tert-butoxycarbonyl)amino]-3-[4-fluoro-2'-hydroxy-5,6'-bis(trifluoromethyl)-[1,1'-biphenyl]-3-yl]propanoate C(C)(C)(C)OC(=O)N[C@@H](CC(=O)OCC)C=1C=C(C=C(C1F)C(F)(F)F)C1=C(C=CC=C1C(F)(F)F)O